4-((1-Ethyl-7-(methoxy-d3)-1H-indazol-6-yl)amino)-N-(methyl-d3)-2-((1-methyl-1H-pyrazol-4-yl)amino)pyrimidine-5-carboxamide C(C)N1N=CC2=CC=C(C(=C12)OC([2H])([2H])[2H])NC1=NC(=NC=C1C(=O)NC([2H])([2H])[2H])NC=1C=NN(C1)C